diazabicyclo[4.3.0]nona-2,4,6,8-tetraen N12N=CC=CC2=CC=C1